C(#C)C1=CC=C(S1)C#N 5-ethynyl-thiophene-2-carbonitrile